ClC1=C(C=CC(=N1)NC)C(F)(F)F 6-chloro-N-methyl-5-(trifluoromethyl)pyridin-2-amine